C(C=C)N1C(CC2(CC1C=1N=NN(C1)C)OC(C1=CC(=CC=C12)Cl)OC)C allyl-6-chloro-1-methoxy-2'-methyl-6'-(1-methyltriazol-4-yl)spiro[1H-isobenzofuran-3,4'-piperidine]